CC1([C@H]2CN([C@@H]([C@@H]12)C(=O)N[C@H](C=O)C[C@H]1C(NCC1)=O)C([C@H](C)C=1C=C(C=CC1)C)=O)C (1R,2S,5S)-6,6-dimethyl-N-((S)-1-oxo-3-((S)-2-oxopyrrolidin-3-yl)propan-2-yl)-3-((R)-2-(m-tolyl)propanoyl)-3-azabicyclo[3.1.0]hexane-2-carboxamide